N,N-di-methyl-ammonium chloride [Cl-].C[NH2+]C